BrC1=C(C(=C2CCCC2=C1)[N+](=O)[O-])NC(C)=O N-(6-bromo-4-nitro-indan-5-yl)acetamide